N1=C(C=NC=C1C=O)C=O PYRAZINE-2,6-DICARBALDEHYDE